(5R)-N-[(3S)-9-fluoro-2-oxo-5-phenyl-1,3-dihydro-1,4-benzodiazepine-3-yl]-2-(2-fluorophenyl)-5-(hydroxymethyl)-6,7-dihydro-5H-pyrazolo[5,1-b][1,3]Oxazine-3-carboxamide FC1=CC=CC=2C(=N[C@@H](C(NC21)=O)NC(=O)C=2C(=NN1C2O[C@H](CC1)CO)C1=C(C=CC=C1)F)C1=CC=CC=C1